(4-Methoxyphenyl)[4-(2,3,5,6-tetrafluorophenoxycarbonyl)phenyl]iodonium iodide [I-].COC1=CC=C(C=C1)[I+]C1=CC=C(C=C1)C(=O)OC1=C(C(=CC(=C1F)F)F)F